3-(2-fluoro-5-((6-fluoro-2,3-dihydrobenzo[b][1,4]dioxin-5-yl)methoxy)-4-methoxyphenyl)-2,4-dioxo-1,2,3,4-tetrahydrothieno[3,4-d]pyrimidine-5-carboxylic acid FC1=C(C=C(C(=C1)OC)OCC1=C(C=CC=2OCCOC21)F)N2C(NC=1C(C2=O)=C(SC1)C(=O)O)=O